C(C=CC1=CC=CC=C1)(=O)O anti-cinnamic acid